ClC=1C(=CC=C2C(C=C(OC12)C1=CC=C(C=C1)O)=O)C#N 8-chloro-2-(4-hydroxyphenyl)-4-oxo-chromene-7-carbonitrile